2-(3-(1-(tert-Butoxycarbonyl)azepane-4-carbonyl)-1H-pyrrolo[2,3-c]pyridin-1-yl)-5-fluorobenzoic acid C(C)(C)(C)OC(=O)N1CCC(CCC1)C(=O)C1=CN(C2=CN=CC=C21)C2=C(C(=O)O)C=C(C=C2)F